C1(CCC1)[C@@H](C)NC(=O)[C@@H]1CN(CC[C@H]1NC(=O)C1=CC(=NO1)C1=C(C=C(C=C1)F)F)C1CCCC1 |o1:9,14| (3R*,4R*)-1-Cyclopentyl-4-{[3-(2,4-difluoro-phenyl)-isoxazole-5-carbonyl]-amino}-piperidine-3-carboxylic acid ((R)-1-cyclobutyl-ethyl)-amide